COC1=CCCCC1 methoxycyclohex-1-en